C(N)(OC=1C(=NC(=NC1CBr)OCCCC)N(CC1=CC=C(C=C1)OC)CC1=CC=C(C=C1)OC)=O (4-(bis(4-methoxybenzyl) amino)-6-(bromomethyl)-2-butoxypyrimidin-5-yl) carbamate